CC1(CC1)C(=O)NCC=1NC2=CC(=CC=C2C1)OCC=1SC=CN1 1-methyl-N-((6-(thiazol-2-ylmethoxy)-1H-indol-2-yl)methyl)cyclopropane-1-carboxamide